2,3,4-trimethylbenzaldehyde CC1=C(C=O)C=CC(=C1C)C